FC1=C(C(=C(C(=C1O)F)F)I)C1=NC(=NO1)C(=O)N1CC=2C=CC=C(C2CC1)C#N 2-(5-(2,4,5-Trifluoro-3-hydroxy-6-iodophenyl)-1,2,4-oxadiazole-3-carbonyl)-1,2,3,4-tetrahydroisoquinoline-5-carbonitrile